[N-](S(=O)(=O)C(F)(F)F)S(=O)(=O)C(F)(F)F.C(CCCCCCCCCCC)[P+](CCCC)(CCCC)CCCC dodecyl-tributyl-phosphonium bis(trifluoromethanesulfonyl)imide salt